BrC=1C=C(C=CC1NC1C=CC2=CC=CC=C12)S(=O)(=O)NC 3-bromo-4-(inden-1-ylamino)-N-methyl-benzenesulfonamide